1,2-epoxy-3-chloropropane ClCC1CO1